C3-chloro-1-(4,4-difluoropiperidin-1-yl)-6,7-dihydro-5H-cyclopenta[C]pyridine ClC1=CC2=C(C(=N1)N1CCC(CC1)(F)F)CCC2